1-t-butyl-5-aminopyrazole C(C)(C)(C)N1N=CC=C1N